9-isopentyl-4-isopropyl-1-oxa-4,9-diazaspiro[5.5]undecan-3-one C(CC(C)C)N1CCC2(CN(C(CO2)=O)C(C)C)CC1